3-[1-(5-cyclopropyl-3-[[2-(trimethylsilyl)ethoxy]methyl]imidazol-4-yl)imidazo[1,5-a]pyrazin-6-yl]-2,4-difluoroaniline C1(CC1)C1=C(N(C=N1)COCC[Si](C)(C)C)C=1N=CN2C1C=NC(=C2)C=2C(=C(N)C=CC2F)F